BrC1=C(C(=CC(=C1)C(C(F)(F)F)(C(F)(F)F)F)C(F)(F)F)NC(=O)C=1C(=C(C=CC1)N(C(C1=CC=C(C=C1)F)=O)C)F N-[3-[[[2-bromo-4-[1,2,2,2-tetrafluoro-1-(trifluoromethyl)ethyl]-6-(trifluoromethyl)phenyl]amino]carbonyl]-2-fluorophenyl]-4-fluoro-N-methylbenzamide